3-(2,6-diisopropylphenyl)-11-((9-(4-methylpyridin-2-yl)-9H-carbazol-2-yl)oxy)imidazo[1,2-f]phenanthridine C(C)(C)C1=C(C(=CC=C1)C(C)C)C1=CN=C2N1C=1C=CC=CC1C=1C=CC(=CC21)OC2=CC=1N(C3=CC=CC=C3C1C=C2)C2=NC=CC(=C2)C